N1=C(C=CC=2CCCNC12)CCN1N=CC(=C1)C(=O)NC(CC(=O)O)C1=CC(=CC=C1)OC(F)(F)F 3-(1-(2-(5,6,7,8-tetrahydro-1,8-naphthyridin-2-yl)ethyl)-1H-pyrazole-4-carboxamido)-3-(3-(trifluoromethoxy)phenyl)propionic acid